3-methyl-1,5-pentanediol terephthalate C(C1=CC=C(C(=O)O)C=C1)(=O)O.CC(CCO)CCO